ethyl (R)-(2,2-dimethoxyethyl)(1-hydroxypropan-2-yl)carbamate COC(CN(C(OCC)=O)[C@@H](CO)C)OC